tungsten nickel oxygen [O].[Ni].[W]